2-fluoro-N-[[6-[[(3-fluoro-1-bicyclo[1.1.1]pentyl)methylamino]methyl]imidazo[1,2-a]pyridin-2-yl]methyl]-5-pyrrolidin-1-yl-pyridine-3-carboxamide FC1=NC=C(C=C1C(=O)NCC=1N=C2N(C=C(C=C2)CNCC23CC(C2)(C3)F)C1)N1CCCC1